(S)-tert-butyl 3-methyl-6-(1'-methyl-3H-spiro[benzofuran-2,4'-piperidin]-6-yl)-3,4-dihydropyridine-1(2H)-carboxylate C[C@@H]1CN(C(=CC1)C1=CC2=C(CC3(CCN(CC3)C)O2)C=C1)C(=O)OC(C)(C)C